N-(4-Methoxy-benzyl)-2-cyclopentyl-1H-imidazo[4,5-c]quinolin-4-amine COC1=CC=C(CNC2=NC=3C=CC=CC3C3=C2N=C(N3)C3CCCC3)C=C1